2,4-Diamino-6-{1-[8-fluoro-2-(2-methane-sulfonyl-phenyl)-quinolin-3-yl]-ethylamino}-pyrimidine-5-carbonitrile NC1=NC(=C(C(=N1)N)C#N)NC(C)C=1C(=NC2=C(C=CC=C2C1)F)C1=C(C=CC=C1)S(=O)(=O)C